(S)-4-(benzyloxy)-7-(8-methylnaphthalen-1-yl)-2-((1-methylpyrrolidin-2-yl)methoxy)-5,6,7,8-tetrahydropyrido[3,4-d]pyrimidine C(C1=CC=CC=C1)OC=1C2=C(N=C(N1)OC[C@H]1N(CCC1)C)CN(CC2)C2=CC=CC1=CC=CC(=C21)C